2,2-dimethyl-diphenylacetophenone CC(C(=O)C1=C(C=CC=C1)C1=CC=CC=C1)(C)C1=CC=CC=C1